5-(3-methoxyphenyl)-4H-[1,2,4]-triazole-3-thiol COC=1C=C(C=CC1)C=1NC(=NN1)S